(S)-quinuclidin-3-yl (2,2-dimethyl-6-(2-(trifluoromethyl)phenyl)-2,3-dihydro-1H-inden-1-yl)carbamat CC1(C(C2=CC(=CC=C2C1)C1=C(C=CC=C1)C(F)(F)F)NC(O[C@@H]1CN2CCC1CC2)=O)C